3,5-dimethoxy-4-[(methylaminomethyl)phenyl]-2-methyl-1,2-dihydro-2,7-naphthyridin-1-one COC=1N(C(C2=CN=CC(=C2C1C1=C(C=CC=C1)CNC)OC)=O)C